(3S,5S,8R,9S,10S,13S,14S,17S)-3-ethyl-17-((1R,4S)-1-fluoro-4-hydroxy-5-methylhexyl)-10,13-dimethylhexadecahydro-1H-cyclopenta[a]phenanthren-3-ol C(C)[C@@]1(CC[C@@]2([C@H]3CC[C@@]4([C@H](CC[C@H]4[C@@H]3CC[C@H]2C1)[C@@H](CC[C@@H](C(C)C)O)F)C)C)O